NC1=CC(=C(C=C1)N1CCC(CC1)=CC1=C2C(CN(CC2=CC=C1)C(=O)OCC1=CC=CC=C1)(F)F)F benzyl 5-[[1-(4-amino-2-fluoro-phenyl)-4-piperidylidene]methyl]-4,4-difluoro-1,3-dihydroisoquinoline-2-carboxylate